1-ethyl-3-[4-[(5-fluoro-3-pyridyl)oxy]-2-pyridyl]-1-[(2R)-3,3,3-trifluoro-2-hydroxy-propyl]urea C(C)N(C(=O)NC1=NC=CC(=C1)OC=1C=NC=C(C1)F)C[C@H](C(F)(F)F)O